tert-Butyl (2R,5R)-5-(methoxymethyl)-2-methylpiperazine-1-carboxylate Palladium carbon [C].[Pd].COC[C@@H]1NC[C@H](N(C1)C(=O)OC(C)(C)C)C